(4-(3-((5-fluoro-1H-pyrrolo[2,3-b]pyridin-6-yl)ethynyl)imidazo[1,2-b]pyridazin-6-yl)phenyl)(morpholino)methanone FC=1C=C2C(=NC1C#CC1=CN=C3N1N=C(C=C3)C3=CC=C(C=C3)C(=O)N3CCOCC3)NC=C2